FC1(CCN(CC1)C1=CC=CC(=N1)C1=CN=C(N1)C1=C(C=C(C=C1)NS(=O)(=O)C)N1CC(CC1)(C)C)F N-(4-(5-(6-(4,4-difluoropiperidin-1-yl)pyridin-2-yl)-1H-imidazol-2-yl)-3-(3,3-dimethylpyrrolidin-1-yl)phenyl)methanesulfonamide